(E)-N-(4-(8-(4-chloro-1,6-dimethyl-1H-benzo[d]imidazol-5-yl)indolizine-3-carbonyl)-2-cyanophenyl)-4-(((1r,4r)-4-methoxycyclohexyl)amino)but-2-enamide ClC1=C(C(=CC=2N(C=NC21)C)C)C2=CC=CN1C(=CC=C21)C(=O)C2=CC(=C(C=C2)NC(\C=C\CNC2CCC(CC2)OC)=O)C#N